2-(4-cyclopropyl-6-methoxy-pyrimidin-5-yl)-9-methyl-6-[[4-[1-methyl-4-(trifluoromethyl)imidazol-2-yl]phenyl]methoxy]purine C1(CC1)C1=NC=NC(=C1C1=NC(=C2N=CN(C2=N1)C)OCC1=CC=C(C=C1)C=1N(C=C(N1)C(F)(F)F)C)OC